C(C)(C)(C)OC(=O)N1CCN(CC1)C=1C(=NC(=CC1)C(NC([2H])([2H])[2H])=O)C([2H])([2H])[2H] 4-(2-(methyl-d3)-6-((methyl-d3)carbamoyl)pyridin-3-yl)piperazine-1-carboxylic acid tert-butyl ester